BrC=1C=C2C=CC3(CCNCC3)OC2=CC1 6-bromospiro[chromene-2,4'-piperidine]